Tert-butyl 4-[[4-[3-(2,6-dioxo-3-piperidyl)-7-fluoro-1-methyl-indazol-6-yl]-1-piperidyl] methyl]piperidine-1-carboxylate O=C1NC(CCC1C1=NN(C2=C(C(=CC=C12)C1CCN(CC1)CC1CCN(CC1)C(=O)OC(C)(C)C)F)C)=O